1-(2-(benzyloxy)phenyl)-2-bromoethanone C(C1=CC=CC=C1)OC1=C(C=CC=C1)C(CBr)=O